N-((S)-(4,4-Difluorocyclohexyl)(7-((R*)-3-methoxy-1-((S)-2-oxo-4-(trifluoromethyl)imidazolidin-1-yl)propyl)imidazo[1,2-b]pyridazin-2-yl)methyl)-4-methoxy-1,2,5-oxadiazole-3-carboxamide FC1(CCC(CC1)[C@H](NC(=O)C1=NON=C1OC)C=1N=C2N(N=CC(=C2)[C@@H](CCOC)N2C(N[C@@H](C2)C(F)(F)F)=O)C1)F |o1:26|